COC(C1=CC(=CC=C1)S(=O)(=O)N1CCN(CC1)C(C(C)(C)OC1=CC(=C(C=C1)F)F)=O)=O 3-((4-(2-(3,4-difluorophenoxy)-2-methylpropanoyl)piperazin-1-yl)sulfonyl)benzoic acid methyl ester